(S)-1-(1-acryloylpyrrolidin-3-yl)-5-amino-3-((6-chloro-1-cyclopropyl-7-fluoro-1H-benzo[d]imidazol-5-yl)ethynyl)-1H-pyrazole-4-carboxamide C(C=C)(=O)N1C[C@H](CC1)N1N=C(C(=C1N)C(=O)N)C#CC1=CC2=C(N(C=N2)C2CC2)C(=C1Cl)F